N-ethyl-4-vinylpyridinium bromide [Br-].C(C)[N+]1=CC=C(C=C1)C=C